C(C)(C)(CC)O[SiH](NCC)OC(C)(C)CC di-tert-pentoxy(ethylamino)silane